nickel boron aluminum [Al].[B].[Ni]